N-[2-[[(2S)-2-amino-4-guanidino-butanoyl]amino]ethyl]-4-[[3-[2,3-difluoro-4-[(5-methoxy-2-pyridyl)oxy]phenyl]imidazo[1,2-a]pyrazin-8-yl]amino]-2-ethyl-benzamide N[C@H](C(=O)NCCNC(C1=C(C=C(C=C1)NC=1C=2N(C=CN1)C(=CN2)C2=C(C(=C(C=C2)OC2=NC=C(C=C2)OC)F)F)CC)=O)CCNC(=N)N